O1CCC(CC1)CNC1=C(C=C(C=C1)S(=O)(=O)NC(C1=CC=CC=C1)=O)S(=O)(=O)C(F)(F)F N-({4-[(tetrahydro-2H-pyran-4-ylmethyl)amino]-3-[(trifluoromethyl)sulfonyl]phenyl}sulfonyl)benzamide